(cyclopentadienyl)dimethyl-(dimethylvinylsiloxy)silylmethyl-platinum C1(C=CC=C1)[Pt](C[SiH2]O[SiH2]C=C(C)C)(C)C